(R,E)-3-(4-chlorophenyl)-N'-((4-chlorophenyl)sulfonyl)-N-((R)-2-methyl-3-sulfamoylpropyl)-4-phenyl-4,5-dihydro-1H-pyrazole-1-carboximidamide ClC1=CC=C(C=C1)C1=NN(C[C@H]1C1=CC=CC=C1)/C(/NC[C@H](CS(N)(=O)=O)C)=N/S(=O)(=O)C1=CC=C(C=C1)Cl